2,6-diisocyanatohexane N(=C=O)C(C)CCCCN=C=O